3-(3-((2-((1-(1-methylpiperidin-4-yl)-1H-1,2,3-triazol-4-yl)amino)-5-(trifluoromethyl)pyrimidin-4-yl)amino)propyl)-1,3-oxazinan-2-one CN1CCC(CC1)N1N=NC(=C1)NC1=NC=C(C(=N1)NCCCN1C(OCCC1)=O)C(F)(F)F